2-(6-(4-(3-aminopicolinoyl)piperazin-1-yl)-2-(3,6-dihydro-2H-pyran-4-yl)-5-ethyl-7-oxo-[1,2,4]triazolo[1,5-a]pyrimidin-4(7H)-yl)-N-(2-chloro-4-(trifluoromethyl)phenyl)acetamide NC=1C(=NC=CC1)C(=O)N1CCN(CC1)C1=C(N(C=2N(C1=O)N=C(N2)C=2CCOCC2)CC(=O)NC2=C(C=C(C=C2)C(F)(F)F)Cl)CC